N1(N=NC2=C1N=CC=C2)OC(=[N+](C)C)N(C)C (7-azabenzotriazol-1-yl)-N,N,N',N'-Tetramethyluronium